FC=1C=C(C#N)C=CC1OCCOC1=CC(=NC=C1)C1=CC=NN1C 3-fluoro-4-(2-((2-(1-methyl-1H-pyrazol-5-yl)pyridin-4-yl)oxy)ethoxy)benzonitrile